N1C=C(C2=CC=CC=C12)CC1N(CCC2=CC(=C(C=C12)OC)OC)C=O 1-((1H-indol-3-yl)methyl)-6,7-dimethoxy-3,4-dihydroisoquinoline-2(1H)-formaldehyde